4-(6-((2-Ethoxy-4-(ethoxycarbonyl)benzyl)oxy)pyridin-2-yl)piperidine-1-carboxylic acid tert-butyl ester C(C)(C)(C)OC(=O)N1CCC(CC1)C1=NC(=CC=C1)OCC1=C(C=C(C=C1)C(=O)OCC)OCC